2-(naphthalene-1-yl)-1-ethanol C1(=CC=CC2=CC=CC=C12)CCO